OC[C@H]1N(CC1(C)C)C(=O)OC(C)(C)C tert-butyl (S)-2-(hydroxymethyl)-3,3-dimethylazetidine-1-carboxylate